C(C)(C)(C)OC(=O)N(CCC1=NC(=CC=C1[N+](=O)[O-])OC)CC1=C(C=CC(=C1)F)NC1=C(C(=O)OC)C=C(C(=C1)C(F)(F)F)F methyl 2-((2-(((tert-butoxycarbonyl)(2-(6-methoxy-3-nitropyridin-2-yl)ethyl)amino)methyl)-4-fluorophenyl)amino)-5-fluoro-4-(trifluoromethyl)benzoate